propyl-terephthalamide C(CC)C1=C(C(=O)N)C=CC(=C1)C(=O)N